C1(CCCC1)NC1=CC=C(C=C1)C1C(CC2C(N1C(C1=C(C=CC=C1C)F)=O)CCC2)C(=O)NC=2C=NC=CC2 cis-2-(4-(cyclopentylamino)phenyl)-1-(2-fluoro-6-methylbenzoyl)-N-(pyridin-3-yl)octahydro-1H-cyclopenta[b]pyridine-3-carboxamide